1-(9,10-Dihydropyrido[4,3-d]tetrazolo[1,5-b]pyridazin-8(7H)-yl)ethan-1-one vanadium(IV) [V+4].N=1N=NN2N=CC3=C(C21)CCN(C3)C(C)=O